6-methoxy-5-(trifluoromethyl)nicotinaldehyde COC1=NC=C(C=O)C=C1C(F)(F)F